(trans-3-(3-cyclopropyl-4-(1H-pyrazolo[4,3-b]pyridin-5-yl)-1H-pyrazol-1-yl)cyclobutyl)methylamine C1(CC1)C1=NN(C=C1C1=CC=C2C(=N1)C=NN2)[C@@H]2C[C@H](C2)CN